(R)-1-(6-methylpyridin-3-yl)ethyl 4-(6-(1-methyl-1H-pyrazol-4-yl)pyrazolo[1,5-a]pyridin-3-yl)piperazine-1-carboxylate CN1N=CC(=C1)C=1C=CC=2N(C1)N=CC2N2CCN(CC2)C(=O)O[C@H](C)C=2C=NC(=CC2)C